OC=1OC2=C(C1O)C=C(C=C2)C=O 2,3-dihydroxybenzofuran-5-carbaldehyde